C(C)(C)(C)OC(=O)N1CC2(CC1C(=O)O)CCOCC2 2-(tert-butoxycarbonyl)-8-oxa-2-azaspiro[4.5]decane-3-carboxylic acid